C(C)(C)(C)OC(=O)N[C@H](C(=O)OC(C)(C)C)CCCOS(=O)(=O)C1=CC=C(C)C=C1 tert-butyl (S)-2-((tert-butoxycarbonyl)amino)-5-(tosyloxy)pentanoate